COCC(=O)O[Si](OC(C)=O)(OC(C)=O)C1=CC=CC2=CC=CC=C12 methoxynaphthalenyl-triacetoxysilane